(S)-5-(4-hydroxy-4-methylisoxazolidine-2-carbonyl)-1-isopropyl-3-methyl-6-(3,5-difluoro-2-methoxybenzyl)-1,6-dihydro-2H-pyrrolo[3,4-d]pyrimidine-2,4(3H)-dione O[C@]1(CN(OC1)C(=O)C=1N(C=C2N(C(N(C(C21)=O)C)=O)C(C)C)CC2=C(C(=CC(=C2)F)F)OC)C